N-(4-([1,2,4]triazolo[1,5-a]pyridin-7-yloxy)-3-methylphenyl)-5-fluoro-6-(piperazin-1-yl)pyrido[3,4-d]pyrimidin-4-amine 2,2,2-trifluoroacetate FC(C(=O)O)(F)F.N=1C=NN2C1C=C(C=C2)OC2=C(C=C(C=C2)NC=2C1=C(N=CN2)C=NC(=C1F)N1CCNCC1)C